ClC1=C(C=NC=C1C=1C=C2CCC(N(C2=CC1)C)=O)CNC(=O)C1=NC=CC=C1Cl 3-chloropyridine-2-carboxylic acid [4-chloro-5-(1-methyl-2-oxo-1,2,3,4-tetrahydro-quinolin-6-yl)-pyridin-3-ylmethyl]-amide